4-(furo[3,2-c]pyridin-4-yl)-N-(4-hydroxybutyl)benzamide Butyl-4-(5-((S)-1-(((S)-tert-butylsulfinyl)amino)-1-(4-fluorophenyl)ethyl)pyrimidin-2-yl)piperazine-1-carboxylate C(CCC)OC(=O)N1CCN(CC1)C1=NC=C(C=N1)[C@](C)(C1=CC=C(C=C1)F)N[S@@](=O)C(C)(C)C.O1C=CC=2C(=NC=CC21)C2=CC=C(C(=O)NCCCCO)C=C2